C1(C=CC(N1C(CCCC(=O)ON1C(C(CC1=O)S(=O)(=O)O)=O)CCCCCC)=O)=O N-(ε-maleimidoundecanoyloxy)sulfosuccinimide